FC1=C(OC2=CC(=NC=C2)C(=O)N[C@@H]2C(N(C3=C(OC2)C=CC(=C3)C#CC(C)(C)C)C)=O)C=CC(=C1)F (S)-4-(2,4-Difluorophenoxy)-N-(7-(3,3-dimethylbut-1-yn-1-yl)-5-methyl-4-oxo-2,3,4,5-tetrahydrobenzo[b][1,4]oxazepin-3-yl)picolinamid